O1[C@H](COC2=C1C=CC=C2)CN2C[C@@](CCC2)(C)COC (S)-1-[(S)-1-(2,3-dihydro-benzo[1,4]-dioxin-2-yl)methyl]-3-methoxymethyl-3-methyl-piperidine